2,4-dinitro-N-ethylaniline [N+](=O)([O-])C1=C(NCC)C=CC(=C1)[N+](=O)[O-]